ClC1=C(C=CC(=C1)Cl)B(O)O (2,4-dichlorophenyl)boronic acid